N-(2,2-difluoroethyl)-5-(5-(pyridin-3-yl)-1H-pyrrolo[2,3-b]pyridin-3-yl)pyrazolo[1,5-a]pyridine-3-carboxamide FC(CNC(=O)C=1C=NN2C1C=C(C=C2)C2=CNC1=NC=C(C=C12)C=1C=NC=CC1)F